4-(2,3-difluoro-4-(1-(tetrahydro-2H-pyran-2-yl)-1H-pyrazol-4-yl)phenyl)-3,6-dihydropyridine-1(2H)-carboxylic acid tert-butyl ester C(C)(C)(C)OC(=O)N1CCC(=CC1)C1=C(C(=C(C=C1)C=1C=NN(C1)C1OCCCC1)F)F